4-[5-[(1S)-2-amino-1-hydroxyethyl]pyridin-2-yl]-3-[2-methyl-6-(1,3-thiazol-2-yl)pyridin-4-yl]oxybenzonitrile NC[C@@H](O)C=1C=CC(=NC1)C1=C(C=C(C#N)C=C1)OC1=CC(=NC(=C1)C=1SC=CN1)C